C#CCOCCOCCOCCC(C(=O)NCCN(CC(=O)NCCNC1=C(C(=O)C1=O)NCCNC(=O)CCCCCO[C@H]2[C@@H]([C@H]([C@@H]([C@H](O2)CO)O)O[C@H]3[C@@H]([C@H]([C@@H]([C@H](O3)CO)O)O[C@H]4[C@@H]([C@H]([C@@H]([C@H](O4)CO)O)O[C@H]5[C@@H]([C@H]([C@@H]([C@H](O5)CO)O)O[C@H]6[C@@H]([C@H]([C@@H]([C@H](O6)CO)O)O[C@H]7[C@@H]([C@H]([C@@H]([C@H](O7)CO)O)O)O)O)O)O)O)O)CC(=O)NCCNC8=C(C(=O)C8=O)NCCNC(=O)CCCCCO[C@H]9[C@@H]([C@H]([C@@H]([C@H](O9)CO)O)O[C@H]1[C@@H]([C@H]([C@@H]([C@H](O1)CO)O)O[C@H]1[C@@H]([C@H]([C@@H]([C@H](O1)CO)O)O[C@H]1[C@@H]([C@H]([C@@H]([C@H](O1)CO)O)O[C@H]1[C@@H]([C@H]([C@@H]([C@H](O1)CO)O)O[C@H]1[C@@H]([C@H]([C@@H]([C@H](O1)CO)O)O)O)O)O)O)O)O)C(=O)NCCN(CC(=O)NCCNC1=C(C(=O)C1=O)NCCNC(=O)CCCCCO[C@H]1[C@@H]([C@H]([C@@H]([C@H](O1)CO)O)O[C@H]1[C@@H]([C@H]([C@@H]([C@H](O1)CO)O)O[C@H]1[C@@H]([C@H]([C@@H]([C@H](O1)CO)O)O[C@H]1[C@@H]([C@H]([C@@H]([C@H](O1)CO)O)O[C@H]1[C@@H]([C@H]([C@@H]([C@H](O1)CO)O)O[C@H]1[C@@H]([C@H]([C@@H]([C@H](O1)CO)O)O)O)O)O)O)O)O)CC(=O)NCCNC1=C(C(=O)C1=O)NCCNC(=O)CCCCCO[C@H]1[C@@H]([C@H]([C@@H]([C@H](O1)CO)O)O[C@H]1[C@@H]([C@H]([C@@H]([C@H](O1)CO)O)O[C@H]1[C@@H]([C@H]([C@@H]([C@H](O1)CO)O)O[C@H]1[C@@H]([C@H]([C@@H]([C@H](O1)CO)O)O[C@H]1[C@@H]([C@H]([C@@H]([C@H](O1)CO)O)O[C@H]1[C@@H]([C@H]([C@@H]([C@H](O1)CO)O)O)O)O)O)O)O)O The molecule is a dendrimer macromolecule consisting of a malonamide core, each N of which carries a 2-[bis(2-{[2-({2-[(2-{[6-(beta-D-glucopyranosyl-(1->3)-beta-D-glucopyranosyl-(1->3)-beta-D-glucopyranosyl-(1->3)-beta-D-glucopyranosyl-(1->3)-beta-D-glucopyranosyl-(1->3)-beta-D-glucopyranosyloxy)hexanoyl]amino}ethyl)amino]-3,4-dioxocyclobut-1-en-1-yl}amino)ethyl]amino}-2-oxoethyl)amino]ethyl branch and with a 2-(2-{2-[(prop-2-yn-1-yl)oxy]ethoxy}ethoxy)ethyl substituent at C-2.